C(C)(C)[Mg]Br isopropylmagnesium bromid